N-[[5-cyano-8-[4-(trifluoromethoxy)phenyl]-6-quinolinyl]methyl]prop-2-enamide C(#N)C1=C2C=CC=NC2=C(C=C1CNC(C=C)=O)C1=CC=C(C=C1)OC(F)(F)F